Imino(2-[[4-iodo-6-(morpholin-4-yl)pyridin-2-yl]oxy]ethyl)methyl-λ6-sulfanone N=S(=O)(C)CCOC1=NC(=CC(=C1)I)N1CCOCC1